3-Bromo-N-(8,9-difluoro-6-oxo-1,4,5,6-tetrahydro-2H-pyrano[3,4-c]isoquinolin-1-yl)-4-fluoro-N-methylbenzamide BrC=1C=C(C(=O)N(C)C2COCC=3NC(C=4C=C(C(=CC4C32)F)F)=O)C=CC1F